N4-cyclopropyl-N2-(4-ethyl-3,4-dihydro-2H-pyrido[3,2-b][1,4]oxazin-7-yl)-5-(trifluoromethyl)pyrimidine-2,4-diamine C1(CC1)NC1=NC(=NC=C1C(F)(F)F)NC1=CC=2OCCN(C2N=C1)CC